FC=1C=CC(=C2C=C(NC(C12)=O)CCC(=O)N1CCC(=CC1)C1=CC=C(C=C1)F)C 8-fluoro-3-(3-(4-(4-fluorophenyl)-3,6-dihydropyridin-1(2H)-yl)-3-oxopropyl)-5-methylisoquinolin-1(2H)-one